ClC1=CC=C(C=C1)C=1C=C(C(N(N1)C=1C=NC=CC1)=O)C(=O)N[C@@H]1COC[C@@H]1O |r| rac-6-(4-chlorophenyl)-N-[(cis)-4-hydroxytetrahydrofuran-3-yl]-3-oxo-2-(pyridin-3-yl)-2,3-dihydropyridazine-4-carboxamide